FC1=C(COC2=CC=C(C=N2)CC2=NOC(=C2)C=2C(=NC=CC2)N)C=CC=C1 3-(3-((6-((2-fluorobenzyl)oxy)pyridin-3-yl)methyl)isoxazol-5-yl)pyridin-2-amine